C1(CC1)C(=O)N[C@@H](C(=O)OCC)C1=C(C=CC=C1)O (R)-ethyl 2-(cyclopropanecarboxamido)-2-(2-hydroxyphenyl)acetate